Methyl 2-((2-(6-fluoropyridin-2-yl)-2-azabicyclo[4.1.0]heptan-5-yl)methyl)-1-(thiazol-5-ylmethyl)-1H-benzo[d]imidazole-6-carboxylate FC1=CC=CC(=N1)N1C2CC2C(CC1)CC1=NC2=C(N1CC1=CN=CS1)C=C(C=C2)C(=O)OC